FC(C(=O)O)(F)F.N1=CC(=CC=C1)C1=CC=C(C=C1)N1C=CC=2C1=CC=C1C=NC=NC21 7-(4-(pyridin-3-yl)phenyl)-7H-pyrrolo[2,3-H]quinazoline trifluoroacetate